FC(OC=1C=C(C=CC1)C1=CC(=C(O1)C)C(=O)NC1=NC(=NS1)CC(C)N1CCN(CC1)C)F 5-(3-(Difluoromethoxy)phenyl)-2-methyl-N-(3-(2-(4-methylpiperazin-1-yl)propyl)-1,2,4-thiadiazol-5-yl)furan-3-carboxamide